ClC=1C(=NC=C(C1)C(F)(F)F)NC[C@@H]1[C@@H](O[C@@H](CN1C(=O)C1=NC(=CC=C1C1=NC=CC=N1)C)C)C ((2S,3R,6R)-3-(((3-Chloro-5-(trifluoromethyl)pyridin-2-yl)amino)methyl)-2,6-dimethylmorpholino)(6-methyl-3-(pyrimidin-2-yl)pyridin-2-yl)methanone